benzo[4,5]thieno[3,2-h]quinolin N1=CC=CC2=CC=C3C(=C12)SC1=C3C=CC=C1